C(C=C)(=O)[O-].C(C=C)(=O)[O-].C(CCC)[Sn+2]CCCC di-n-butyltin diacrylate